BrC=1C=C(C(=NC1)OC[C@@](CC(C)C)(C)NC(OC(C)(C)C)=O)Cl (S)-tert-butyl (1-((5-bromo-3-chloropyridin-2-yl)oxy)-2,4-dimethylpentan-2-yl)carbamate